vanillin isobutyrate (4-formyl-2-methoxyphenyl-isobutyrate) C(=O)C1=CC(=C(C=C1)C(C(=O)O)(C)C)OC.C(C(C)C)(=O)O.O=CC1=CC(OC)=C(O)C=C1